4-(5-(4-chloro-2-fluorobenzyl)-2-fluorophenoxy)piperidine-1-carboxylic acid tert-butyl ester C(C)(C)(C)OC(=O)N1CCC(CC1)OC1=C(C=CC(=C1)CC1=C(C=C(C=C1)Cl)F)F